2'-chloro-5'-methoxy-6-methyl-N-(5-(4-methylpiperazin-1-yl)thiazolo[5,4-b]pyridin-2-yl)-[4,4'-bipyridine]-3-carboxamide ClC1=NC=C(C(=C1)C1=C(C=NC(=C1)C)C(=O)NC=1SC2=NC(=CC=C2N1)N1CCN(CC1)C)OC